11,13-Dimethylheptacosane CC(CCCCCCCCCC)CC(CCCCCCCCCCCCCC)C